COC=1C=C2C(=NC(=NC2=CC1C#CCCN1CCCC1)N1CCN(CCC1)C)NCCN(C)C N1-(6-methoxy-2-(4-methyl-1,4-diazepane-1-yl)-7-(4-(pyrrolidine-1-yl)but-1-yn-1-yl)quinazolin-4-yl)-N2,N2-dimethylethane-1,2-diamine